ethyl ((3R,4R)-6-chloro-7-fluoro-4-hydroxychroman-3-yl)carbamate ClC=1C=C2[C@H]([C@@H](COC2=CC1F)NC(OCC)=O)O